FC[C@H](C)N1N=NC2=C1C=C(C=C2)C=2C=CN1N=C(N=C(C12)OC)NC1CCC(CC1)(O)C (1R,4s)-4-((5-(1-((S)-1-fluoropropan-2-yl)-1H-benzo[d][1,2,3]triazol-6-yl)-4-methoxypyrrolo[2,1-f][1,2,4]triazin-2-yl)amino)-1-methylcyclohexan-1-ol